ClC1=NC=2CCCCC2C(=C1[N+](=O)[O-])Cl 2,4-dichloro-3-nitro-5,6,7,8-tetrahydroquinoline